FC1=NC=CC=C1[C@H](C)N (S)-1-(2-fluoropyridin-3-yl)ethan-1-amine